3-bromo-4-methylbenzoic acid BrC=1C=C(C(=O)O)C=CC1C